benzyl (imino(4-(((S)-1-((2R,4S)-1-methyl-4-phenylpiperidine-2-carbonyl)azetidine-2-carboxamido)methyl)phenyl)methyl)carbamate N=C(C1=CC=C(C=C1)CNC(=O)[C@H]1N(CC1)C(=O)[C@@H]1N(CC[C@@H](C1)C1=CC=CC=C1)C)NC(OCC1=CC=CC=C1)=O